CC1=NC2=CC=C(C=C2C=C1)CNS(=O)(=O)C N-((2-methylquinolin-6-yl)methyl)methanesulfonamide